6-[6-methoxy-5-({[2-(propane-2-sulfonyl)phenyl]methyl}-carbamoyl)pyridin-3-yl]-N-methyl-1H-indazole-3-carboxamide COC1=C(C=C(C=N1)C1=CC=C2C(=NNC2=C1)C(=O)NC)C(NCC1=C(C=CC=C1)S(=O)(=O)C(C)C)=O